1-bromo-2-hydroxypyrene BrC1=C(C=C2C=CC3=CC=CC4=CC=C1C2=C34)O